3-bromo-2-methyl-5-nitrobenzo[b]thiophene BrC=1C2=C(SC1C)C=CC(=C2)[N+](=O)[O-]